N-(4-((4-acetamidobenzyl)amino)-2-aminophenyl)heptanamide C(C)(=O)NC1=CC=C(CNC2=CC(=C(C=C2)NC(CCCCCC)=O)N)C=C1